8-(1-hexyl-1H-1,2,3-triazol-4-yl)-5-methoxy-4-[(1-naphthyl)methyl]-2-oxo-7-thia-1-azabicyclo[4.3.0]non-3,5,8-triene-9-carboxylic acid imidazolium salt N1C=[NH+]C=C1.C(CCCCC)N1N=NC(=C1)C=1SC2=C(C(=CC(N2C1C(=O)[O-])=O)CC1=CC=CC2=CC=CC=C12)OC